OC=1C(=NC(=NC1)SC)C(=O)O hydroxy-2-(methylthio)pyrimidine-4-carboxylic acid